1-(4-(trifluoromethoxy)benzyl)piperazine hydrochloride Cl.FC(OC1=CC=C(CN2CCNCC2)C=C1)(F)F